C(C)(C)(C)C1=C(C(=CC(=C1)OCCO)C(C)(C)C)O 2,6-di-t-butyl-p-hydroxyethoxy-phenol